N[C@]1(CN(CC1)C=1C=C(C=CC1)C=1C(=C(C=C(C1)F)C1=CC(=C(C=C1)N1C(N(C=C1)C)=O)Cl)O)C (R)-1-(3''-(3-amino-3-methylpyrrolidin-1-yl)-3-chloro-5'-fluoro-2'-hydroxy-[1,1':3',1''-terphenyl]-4-yl)-3-methyl-1H-imidazol-2(3H)-one